3-bromo-6-ethyl-picolinonitrile BrC=1C(=NC(=CC1)CC)C#N